[K].C1CCC2=C(C=3CCCC3C=C12)NC(=O)NS(=O)(=O)C1=CC=NC=C1 N-((1,2,3,5,6,7-Hexahydro-s-indacen-4-yl)carbamoyl)pyridine-4-sulfonamide, potassium salt